1-dimethylmethoxysilyl-8-bis(4-methylpiperazin-1-yl)methylsilyloctane C[Si](CCCCCCCC[SiH2]C(N1CCN(CC1)C)N1CCN(CC1)C)(OC)C